[I-].[Li+] Lithium iodide